4-(5-(4-Chlorophenyl)-7H-pyrrolo[2,3-d]pyrimidin-4-yl)morpholine ClC1=CC=C(C=C1)C1=CNC=2N=CN=C(C21)N2CCOCC2